trifluorophenyl sulfide FC1=C(C(=C(C=C1)SC1=C(C(=C(C=C1)F)F)F)F)F